FC1=NC=CC=C1C=CC=1OC=CN1 2-(2-(2-fluoropyridin-3-yl)vinyl)oxazole